NC1=NC(=CC(=N1)N1CCC2(C[C@H](NC2)C(=O)O)CC1)O[C@@H](C(F)(F)F)C1=C(C=C(C=C1)Cl)C1=CC(=CC=C1)S(=O)(=O)C (S)-8-(2-amino-6-((R)-1-(5-chloro-3'-(methylsulfonyl)-[1,1'-biphenyl]-2-yl)-2,2,2-trifluoroethoxy)pyrimidin-4-yl)-2,8-diazaspiro[4.5]decane-3-carboxylic acid